4-[(1S)-1-[[4-[(3R)-3-(3-Methoxyphenoxy)pyrrolidin-1-yl]tetrahydropyran-4-carbonyl]amino]ethyl]benzoic acid, hydrochloride Cl.COC=1C=C(O[C@H]2CN(CC2)C2(CCOCC2)C(=O)N[C@@H](C)C2=CC=C(C(=O)O)C=C2)C=CC1